CCCCC/C=C\\C/C=C\\CC(=O)/C=C/C=C\\CCCC(=O)O The molecule is an oxoicosatetraenoic acid that consists of (5Z,7E,11Z,14Z)-icosatetraenoic acid with the oxo substituent located at position 9. It is an oxoicosatetraenoic acid and an enone. It derives from an arachidonic acid. It is a conjugate acid of a 9-oxo-ETE(1-).